N-[5-[3-(3,3-dimethylbutoxy)phenyl]-4-(2,6-dimethylphenyl)-1,3-thiazol-2-yl]benzenesulfonamide CC(CCOC=1C=C(C=CC1)C1=C(N=C(S1)NS(=O)(=O)C1=CC=CC=C1)C1=C(C=CC=C1C)C)(C)C